2,2-di(t-amylperoxy)butaneN C(C)(C)(CC)OOC(C)(C=C)OOC(C)(C)CC